2-fluoro-4-methoxy-5-((2-methoxyquinolin-8-yl)methoxy)aniline FC1=C(N)C=C(C(=C1)OC)OCC=1C=CC=C2C=CC(=NC12)OC